C(C1=CC=CC=C1)N(C1=CC=C2[C@H](CC[C@]3(CC=4N=C(N=C(C4CO3)N3CCOCCC3)S(=O)C)C2=C1C#N)C(F)(F)F)CC1=CC=CC=C1 |o1:15| (1S*,4S)-7-(Dibenzylamino)-2'-(methylsulfinyl)-4'-(1,4-oxazepan-4-yl)-4-(trifluoromethyl)-3,4,5',8'-tetrahydro-2H-spiro[naphthalene-1,7'-pyrano[4,3-d]pyrimidine]-8-carbonitrile